C1(CC1)C=1N=CC=2C3=C(C=C(C2C1)S(=O)(=O)NCC(C)(C)F)[C@@H](CC3)N3C(=NN=C3)N(CC3=C(C=C(C=C3)OC)OC)CC3CC3 |o1:22| (7R*)-3-cyclopropyl-7-[3-[cyclopropylmethyl-[(2,4-dimethoxyphenyl)methyl]amino]-1,2,4-triazol-4-yl]-N-(2-fluoro-2-methyl-propyl)-8,9-dihydro-7H-cyclopenta[h]isoquinoline-5-sulfonamide